FC(C=1C=CC(=C(OC2=CC(=C(N)C=C2)F)C1)Cl)(F)F 4-(5-trifluoromethyl-2-chlorophenoxy)-2-fluoroaniline